N-(1-((2H-tetrazol-5-yl)methyl)-3-(5-chloro-2-(difluoromethoxy)phenyl)-1H-pyrazol-4-yl)pyrazolo[1,5-a]pyrimidine-3-carboxamide N=1NN=NC1CN1N=C(C(=C1)NC(=O)C=1C=NN2C1N=CC=C2)C2=C(C=CC(=C2)Cl)OC(F)F